[NH4+].FC=1C=C(C(=O)NCC23CCC(CC2)(CC3)C3=NOC(=N3)C=3N=NC(=CC3)C(F)(F)F)C=C(C1O)F 3,5-difluoro-4-hydroxy-N-[(4-{5-[6-(trifluoromethyl)pyridazin-3-yl]-1,2,4-oxadiazol-3-yl}bicyclo[2.2.2]octan-1-yl)methyl]benzamide, ammonium salt